(3Z)-N-hydroxy-5-methoxy-2-methyl-4-(trifluoromethyl)pyrazole ON1N(CC(=C1OC)C(F)(F)F)C